CC(C(=O)O)CC α-methylbutyric acid